1-(6-Chloropyrimidin-4-yl)piperidine-4-carboxylic acid methyl ester COC(=O)C1CCN(CC1)C1=NC=NC(=C1)Cl